5-chloro-3-iodo-4,6-dimethyl-pyridin-2-amine ClC=1C(=C(C(=NC1C)N)I)C